NC[C@@H](F)C=1C=CC(=NC1)C1=C(C=C(C#N)C=C1)OC=1N(N=C(C1)C1=NC=CC=C1)C 4-[5-[(1S)-2-amino-1-fluoroethyl]pyridin-2-yl]-3-(2-methyl-5-pyridin-2-ylpyrazol-3-yl)oxybenzonitrile